2,5-dichloro-4-(3-cyclobutylpiperidin-1-yl)pyrimidine ClC1=NC=C(C(=N1)N1CC(CCC1)C1CCC1)Cl